r-diheptyl-4,4'-bipyridinium dibromide [Br-].[Br-].C(CCCCCC)[N+]1=CC=C(C=C1)C1=CC=[N+](C=C1)CCCCCCC